C(CCCCCCCCCCCCCCC)O[C@H](CO)COP(=O)(O)OCCN 2-hexadecyl-SN-glycero-3-phosphoethanolamine